C(C)(=O)O[C@@H](C(=O)OC(C)OC(N(C)[C@]1(C(CCCC1)=O)C1=C(C=CC=C1)Cl)=O)C 1-((((S)-1-(2-chlorophenyl)-2-oxocyclohexyl)(methyl)carbamoyl)oxy)ethyl (2R)-2-acetoxypropanoate